[Si](C)(C)(C(C)(C)C)O[C@H]1[C@@H]([C@@H](O[C@@]1(CO)CCl)N1C(NC(C=C1)=O)=O)OC 1-[(2R,3S,4S,5R)-4-[(tert-butyldimethylsilyl)oxy]-5-(chloromethyl)-5-(hydroxymethyl)-3-methoxyoxolan-2-yl]-3H-pyrimidine-2,4-dione